N-(7-(2-(1-amino-2-(3,5-difluorophenyl)ethyl)-7-bromo-4-oxoquinazolin-3(4H)-yl)-4-chloro-1-methyl-1H-indazol-3-yl)methanesulfonamide NC(CC1=CC(=CC(=C1)F)F)C1=NC2=CC(=CC=C2C(N1C=1C=CC(=C2C(=NN(C12)C)NS(=O)(=O)C)Cl)=O)Br